3-(3-(4-((3-fluorophenoxy)methyl)benzyl)isoxazol-5-yl)pyridin-2-amine FC=1C=C(OCC2=CC=C(CC3=NOC(=C3)C=3C(=NC=CC3)N)C=C2)C=CC1